5-(3-(7-methoxy-1-methyl-9H-pyrido[3,4-b]indol-9-yl)propyl)-1,2,4-oxadiazole COC1=CC=C2C3=C(N(C2=C1)CCCC1=NC=NO1)C(=NC=C3)C